N[C@]1(CN(CC1)C1=CC=C(C(=C1CN1C2=NC=NC(=C2N=C1)N)I)Cl)C1=NN=NN1 (R)-9-(6-(3-Amino-3-(1H-tetrazol-5-yl)pyrrolidin-1-yl)-3-chloro-2-iodobenzyl)-9H-purin-6-amin